N6-[(5-chlorothien-2-yl)methyl]adenosine ClC1=CC=C(S1)CNC=1C=2N=CN([C@H]3[C@H](O)[C@H](O)[C@@H](CO)O3)C2N=CN1